C(C)(C)N1C(C=2C(CC1)=NN(C2)CC(CN2C(C1=CC=CC=C1C2=O)=O)=CF)=O 2-(2-((5-isopropyl-4-oxo-4,5,6,7-tetrahydro-2H-pyrazolo[4,3-c]pyridin-2-yl)methyl)-3-fluoroallyl)isoindoline-1,3-dione